CN(C1=C(C(=O)O)C=C(C(=C1)C(=O)OCC)F)C 2-(dimethylamino)-4-(ethoxycarbonyl)-5-fluorobenzoic acid